1-[(1-ethyl-1H-pyrazol-4-yl)methyl]-3-[3-(4-fluorophenoxy)-5-(trifluoromethyl)phenyl]-4-methyl-1,3-dihydro-2H-imidazol-2-one C(C)N1N=CC(=C1)CN1C(N(C(=C1)C)C1=CC(=CC(=C1)C(F)(F)F)OC1=CC=C(C=C1)F)=O